C(C)(=O)OC1=C(C(=CC(=C1)C)C)C(CC(=O)O[C@@H]1[C@](O[C@H](C1)N1C2=NC(=NC(=C2N=C1)NC(=O)C1CC2(C1)CCCCC2)Cl)(CO)C#C)(C)C (2R,3S,5R)-5-(2-chloro-6-(spiro[3.5]nonane-2-carboxamido)-9H-purin-9-yl)-2-ethynyl-2-(hydroxymethyl)tetrahydrofuran-3-yl 3-(2-acetoxy-4,6-dimethylphenyl)-3-methylbutanoate